(4aS,5R,8S)-11-benzyloctahydro-1H-5,8-epimino[1,3]oxazino[3,4-a]azepin-1-one C(C1=CC=CC=C1)N1[C@H]2[C@H]3N(C[C@@H]1CC2)C(OCC3)=O